7-[5-[(4-chlorophenyl)methoxymethyl]-2-(3-chloro-2-pyridyl)pyrazol-3-yl]-5-methyl-3H-triazolo[4,5-f][3,1]benzoxazin-9-one ClC1=CC=C(C=C1)COCC=1C=C(N(N1)C1=NC=CC=C1Cl)C1=NC2=C(C(O1)=O)C1=C(C=C2C)NN=N1